3'-fluoro-3'-deoxyguanosine-2'-phosphate P(=O)(O)(O)O[C@H]1[C@@H](O[C@@H]([C@H]1F)CO)N1C=NC=2C(=O)NC(N)=NC12